C(#N)C1=CC(=NC=C1)N1CC2(CN(C2)C(N/N=C/2\CCCC=3C=CC=NC23)=S)C1 (E)-6-(4-cyanopyridin-2-yl)-N'-(6,7-dihydroquinolin-8(5H)-ylidene)-2,6-diazaspiro[3.3]heptane-2-thiohydrazide